(3S,4S)-3-methyl-8-(9-((1-(trifluoromethyl)cyclopropyl)ethynyl)-7H-imidazo[1,2-c]pyrazolo[4,3-e]pyrimidin-5-yl)-2-oxa-8-azaspiro[4.5]decan-4-amine C[C@@H]1OCC2([C@@H]1N)CCN(CC2)C2=NC1=C(C=3N2C=CN3)C(=NN1)C#CC1(CC1)C(F)(F)F